N-(2-oxopropyl)-3-nitro-5-trifluoromethylaniline O=C(CNC1=CC(=CC(=C1)C(F)(F)F)[N+](=O)[O-])C